C(=C)C=1OC(C(N1)(C)C)=O 2-ethenyl-4,4-dimethyl-1,3-oxazolin-5-one